tert-Butyl 4-(5-Amino-4-(ethoxycarbonyl)-1H-pyrazol-1-yl)piperidine-1-carboxylate NC1=C(C=NN1C1CCN(CC1)C(=O)OC(C)(C)C)C(=O)OCC